1-Phenethyl-2-(pyridin-2-yl)-benzo[d]imidazole C(CC1=CC=CC=C1)N1C(=NC2=C1C=CC=C2)C2=NC=CC=C2